tert-butyl N-(3-acetyl-1-bicyclo[1.1.1]pentanyl)carbamate C(C)(=O)C12CC(C1)(C2)NC(OC(C)(C)C)=O